C(C=CC1=CC=CC=C1)NC1=CC=C(C=C1)OC N-cinnamyl-4-methoxyaniline